4-[(2,4-Dichloro-5-methoxyphenyl)amino]-6-methoxy-7-[3-(4-methyl-1-piperazinyl)propoxy]-3-quinolinecarbonitrile ClC1=C(C=C(C(=C1)Cl)OC)NC1=C(C=NC2=CC(=C(C=C12)OC)OCCCN1CCN(CC1)C)C#N